1-(2-chloroethyl)-3-cyclopropyl-urea ClCCNC(=O)NC1CC1